4-amino-5-fluoro-7-(2-C-methyl-β-D-ribofuranosyl)-7H-pyrrolo[2,3-d]pyrimidine NC=1C2=C(N=CN1)N(C=C2F)[C@H]2[C@](O)([C@H](O)[C@H](O2)CO)C